ethyl 7-(spiro[3.5]nonan-2-yl)-5,6,7,8-tetrahydro-1,7-naphthyridine-3-carboxylate C1C(CC12CCCCC2)N2CCC=1C=C(C=NC1C2)C(=O)OCC